FC1(OC2=C(O1)C=CC(=C2)C2(CC2)C(=O)NC2=C(N(C1=CC(=CC=C21)F)C[C@H](CO)O)C(CO)(C)C)F (R)-1-(2,2-difluorobenzo[d][1,3]dioxol-5-yl)-N-(1-(2,3-dihydroxypropyl)-6-fluoro-2-(1-hydroxy-2-methylpropan-2-yl)-1H-indolyl)cyclopropanecarboxamide